Benzo[b]thiophen-2-yl(6-(methyl(7H-pyrrolo[2,3-d]pyrimidin-4-yl)amino)-2-azaspiro[3.3]heptan-2-yl)methanon S1C2=C(C=C1C(=O)N1CC3(C1)CC(C3)N(C=3C1=C(N=CN3)NC=C1)C)C=CC=C2